tert-butyl 2-(3-{[(4-nitrophenoxy)carbonyl]-oxy}propoxy)acetate [N+](=O)([O-])C1=CC=C(OC(=O)OCCCOCC(=O)OC(C)(C)C)C=C1